1-(2-(pyridin-3-yloxy)ethyl)-1H-pyrazole-5-carboxylic acid N1=CC(=CC=C1)OCCN1N=CC=C1C(=O)O